OCCN1CC2=C(CC1)N=C(S2)C=2C(=C(C=CC2)C2=C(C(=CC=C2)OCCCN2CC1(CN(C1)C(=O)OC(C)(C)C)CCC2)C)C tert-butyl 6-(3-((3'-(5-(2-hydroxyethyl)-4,5,6,7-tetrahydrothiazolo[5,4-c]pyridin-2-yl)-2,2'-dimethyl-[1,1'-biphenyl]-3-yl) oxy) propyl)-2,6-diazaspiro[3.5]nonane-2-carboxylate